8-(benzo[d]thiazol-5-ylamino)-3-hydroxy-2,2,3-trimethyl-2,3-dihydrothieno[2,3-g]quinoline 1,1-dioxide S1C=NC2=C1C=CC(=C2)NC2=CC=NC=1C=C3C(=CC21)S(C(C3(C)O)(C)C)(=O)=O